tert-butyl (R,Z)-5-((tert-butylsulfinyl)imino)-3-fluoro-5,7-dihydrospiro[cyclopenta[b]pyridine-6,4'-piperidine]-1'-carboxylate C(C)(C)(C)[S@@](=O)\N=C\1/C=2C(=NC=C(C2)F)CC12CCN(CC2)C(=O)OC(C)(C)C